N[C@H]1C[C@H](CN(C1)C(=O)OC(C)(C)C)C(=O)OC tert-butyl O3-methyl (3R,5S)-5-aminopiperidine-1,3-dicarboxylate